(3-(6-cyclopropyl-3-pyridinyl)-5-methyl-isoOxazol-4-yl)methanol C1(CC1)C1=CC=C(C=N1)C1=NOC(=C1CO)C